(2S)-2-((1aR,3aR,3bS,5aS,6R,8aS,8bS,10aR)-10-methoxy-3a,5a-dimethylhexadecahydrocyclopenta[a]cyclopropa[2,3]cyclopenta[1,2-f]naphthalen-6-yl)-N-(pyridin-4-yl)propanamide COC1[C@@]23[C@@]([C@H]4CC[C@]5([C@H]([C@@H]4C1)CC[C@@H]5[C@@H](C(=O)NC5=CC=NC=C5)C)C)(CC[C@@H]2C3)C